Cl.C(C)(C)NC(C)=O N-isopropyl-acetamide hydrochloride